(S)-2-methyl-5-((1-methylpyrrolidin-3-yl)oxy)benzoic acid CC1=C(C(=O)O)C=C(C=C1)O[C@@H]1CN(CC1)C